C(=O)(O)C1=CCC(CC1)C(=O)O 1,4-dicarboxylcyclohexene